O=CCCCCCCCCC(=O)[O-] 10-oxodecanoate